COC1=NC=C(C(=N1)OC)C=1C=C(C=2N(N1)C=CN2)[C@@H]2[C@H](C2)C2=CC=C(C=N2)C#N 6-[(1S,2S)-2-[6-(2,4-dimethoxypyrimidin-5-yl)imidazo[1,2-b]pyridazin-8-yl]cyclopropyl]pyridine-3-carbonitrile